(R)-(-)-2-Heptyl isocyanate CCCCC[C@@H](C)N=C=O